N-(3,5-dichloro-4-(2,6-dioxopiperidin-3-yl)benzyl)-2-(4-(dimethylamino)phenyl)-2-methylpropanamide ClC=1C=C(CNC(C(C)(C)C2=CC=C(C=C2)N(C)C)=O)C=C(C1C1C(NC(CC1)=O)=O)Cl